4-Methylmorpholine N-oxide C[N+]1(CCOCC1)[O-]